7-chloro-8-fluoro-5-isopropoxy-2-(methylthio)pyrido[4,3-d]pyrimidin-4-ol ClC1=C(C=2N=C(N=C(C2C(=N1)OC(C)C)O)SC)F